NC(NCCCCC1=CC=CC=C1)N diamino-6-phenyl-2-azahexane